PYRIDINE-SULFONAMIDE N1=C(C=CC=C1)S(=O)(=O)N